4-[2-isopropoxyethyl-[4-(5,6,7,8-tetrahydro-1,8-naphthyridin-2-yl)butyl]amino]-2-[(2-methyl-2-phenyl-propanoyl)amino]butanoic acid C(C)(C)OCCN(CCC(C(=O)O)NC(C(C)(C1=CC=CC=C1)C)=O)CCCCC1=NC=2NCCCC2C=C1